9-chloro-10-fluoro-8-methyl-15,16-dihydro-8H-3,6-ethenoimidazo[5,1-f][1,10,4,7,8]benzodioxatriazacyclotridecin-17(14H)-one ClC1=C(C=CC2=C1C(OC1=NN3C(C(NCCO2)=O)=CN=C3C=C1)C)F